ClC=1C=CC2=C([C@H](C(CCN2C(=O)C=2C=CC(=NC2)NC(=O)C=2C(=CC=CC2)C2=CC=CC=C2)(F)F)O)C1 N-{5-[(5R)-7-chloro-4,4-difluoro-5-hydroxy-2,3,4,5-tetrahydro-1H-1-benzazepin-1-carbonyl]pyridin-2-yl}-[1,1'-biphenyl]-2-carboxamide